C(#N)C1CC(C1)NS(=O)(=O)C1=C(C=CC(=C1)OC1=C(C=C(C=C1Cl)N1N=C(C(NC1=O)=O)C(F)F)Cl)O N-((1r,3r)-3-cyanocyclobutyl)-5-(2,6-dichloro-4-(6-(difluoromethyl)-3,5-dioxo-4,5-dihydro-1,2,4-triazin-2(3H)-yl)phenoxy)-2-hydroxybenzenesulfonamide